COC=1C=C(CN2C(=NC=3C2=NC=C(C3)C=3C=NN(C3)C)N)C=CC1OCC1=CC=C(C=C1)OC 3-(3-methoxy-4-((4-methoxy-benzyl)oxy)benzyl)-6-(1-methyl-1H-pyrazol-4-yl)-3H-imidazo[4,5-b]pyridin-2-amine